2-(3-morpholinylphenyl)benzoxazole N1(CCOCC1)C=1C=C(C=CC1)C=1OC2=C(N1)C=CC=C2